tert-butyl 2-(3-aminopyridin-2-yl)hydrazine-1-carboxylate NC=1C(=NC=CC1)NNC(=O)OC(C)(C)C